4-(5-((2-chloro-6-fluorophenyl)amino)-6-fluoro-1H-indazol-1-yl)-N-(oxetan-3-yl)thiophene-2-carboxamide ClC1=C(C(=CC=C1)F)NC=1C=C2C=NN(C2=CC1F)C=1C=C(SC1)C(=O)NC1COC1